ClC1=CC(=C(C=C1N[C@@H](C)C1CCNCC1)C1=NNC(O1)=O)F 5-(4-Chloro-2-fluoro-5-{[(1S)-1-(piperidin-4-yl)ethyl]amino}phenyl)-1,3,4-oxadiazol-2(3H)-one